BrC=1C=C(C=CC1F)NC(=NO)C1=NON=C1NCCS(NN1CCCC1)(=O)=O N-(3-bromo-4-fluorophenyl)-N'-hydroxyl-4-((2-(pyrrolidin-1-ylsulfamoyl)ethyl)amino)-1,2,5-oxadiazol-3-formamidine